FC(OC1=CC=C(C=C1)C=1C(=CC=CC1)N)(F)F 4'-trifluoromethoxy-[1,1'-biphenyl]-2-amine